N[C@H]1C2N(CC1CC2)C(=O)C=2C=CC=1N(C2)N=C(C1C)C=1N(C2=CC(=CC=C2C1)C1=CC(=C(C(=O)N)C=C1)Cl)CC1CC1 4-(2-{6-[(7R)-7-Amino-2-azabicyclo[2.2.1]heptane-2-carbonyl]-3-methylpyrazolo[1,5-a]pyridin-2-yl}-1-(cyclopropylmethyl)-1H-indol-6-yl)-2-chlorobenzamide